methyl 4-bromo-5-fluoro-2-formyl-3-hydroxybenzoate BrC1=C(C(=C(C(=O)OC)C=C1F)C=O)O